FC(OC1=CC=C(C=C1)S(=O)(=O)NC(N)=O)(F)F 3-[4-(trifluoromethoxy)phenyl]sulfonyl-urea